(R)-6,8-Thioctic acid C1CSS[C@@H]1CCCCC(=O)O